α-Phenylbutyrylguanidine C1(=CC=CC=C1)C(C(=O)NC(=N)N)CC